NC1=CC(=C(C=N1)N1CC2CCC(C1)N2C(=O)C2=NC=C(C(=C2)OC)OC2=CC=CC=C2)OC [3-(6-Amino-4-methoxy-pyridin-3-yl)-3,8-diaza-bicyclo[3.2.1]oct-8-yl]-(4-methoxy-5-phenoxy-pyridin-2-yl)-methanone